C(CCCCCCCCCCC)(=O)OCCCl chloroethyl n-dodecanoate